S1C(=CC=C1)C(=O)C=1C=C2C=3C=C(C=CC3N(C2=CC1)CC)C(C(CC1CCCCC1)=O)=O 1-(6-thiopheneformyl-9-ethylcarbazol-3-yl)-(3-cyclohexyl)-propane-1,2-dione